C(CC(=O)[O-])(=O)O.[Co+2].C(C1=CC=CC=C1)N([C@H](CCCNC(NS(=O)(=O)C=1C(=C(C2=C(CC(O2)(C)C)C1C)C)C)=N)C(=O)O)C(=O)OCC1C2=CC=CC=C2C=2C=CC=CC12.C(CC(=O)[O-])(=O)O benzyl-N2-(((9H-fluoren-9-yl)methoxy)carbonyl)-Nω-((2,2,4,6,7-pentamethyl-2,3-dihydroBenzofuran-5-yl)sulfonyl)-D-arginine cobalt hydrogen malonate